FC=1C=CC(=C(C=CC(C)(S(=O)N)C)C1)O (5-fluoro-2-hydroxybenzylidene)-2-methylpropane-2-sulfinamide